2-N-[6-[4-[tert-butyl(dimethyl)silyl]oxy-1-piperidyl]-2-(4-formylcyclohexyl)indazol-5-yl]-6-(trifluoromethyl)pyridine-2-carboxamide [Si](C)(C)(C(C)(C)C)OC1CCN(CC1)C=1C(=CC2=CN(N=C2C1)C1CCC(CC1)C=O)NC(=O)C1=NC(=CC=C1)C(F)(F)F